C1=NC=C(C2=CC=CC=C12)[C@H](C)N[S@](=O)C(C)(C)C (R)-N-((S)-1-(isoquinolin-4-yl)-ethyl)-2-methylpropane-2-sulfinamide